C(C)(C)(C)N(C1=CC(=NC2=CN=CC=C12)C1=CC=NC=C1)C N-(tert-butyl)-N-methyl-2-(pyridin-4-yl)-1,7-naphthyridin-4-amine